C1(CCC(CC1)C(=O)[O-])C(=O)[O-] 1,4-cyclohexane-dicarboxylate